Benzyl-(methyl)amine C(C1=CC=CC=C1)NC